3-(4-bromo-2-methyl-phenyl)sulfanyl-1,4-dimethyl-pyrrolo[2,3-b]pyridine BrC1=CC(=C(C=C1)SC1=CN(C2=NC=CC(=C21)C)C)C